2-(3-chloro-5-(2-(((R)-phenyl((R)-1,2,3,4-tetrahydropyrido[2,3-b]pyrazin-3-yl)methyl)amino)ethyl)phenyl)acetic acid ClC=1C=C(C=C(C1)CCN[C@@H]([C@H]1CNC2=C(N1)N=CC=C2)C2=CC=CC=C2)CC(=O)O